calcium iodostearate CCCCCCCCCCCCCCCCC(C(=O)[O-])I.CCCCCCCCCCCCCCCCC(C(=O)[O-])I.[Ca+2]